phenylpropyl-cyclobutene C1(=CC=CC=C1)CCCC1=CCC1